2-[1-(4-{[(tert-butyldimethylsilyl)oxy]methyl}phenyl)-1H-pyrazol-3-yl]-N-[5-(trifluoromethyl)-1,3-thiazol-2-yl]acetamide [Si](C)(C)(C(C)(C)C)OCC1=CC=C(C=C1)N1N=C(C=C1)CC(=O)NC=1SC(=CN1)C(F)(F)F